(2R)-N-((R)-(3-chloro-4-fluorophenyl)(1-(2,2,2-trifluoroethyl)-1H-pyrazol-4-yl)methyl)-2-methyl-3-oxopiperazine-1-carboxamide ClC=1C=C(C=CC1F)[C@@H](NC(=O)N1[C@@H](C(NCC1)=O)C)C=1C=NN(C1)CC(F)(F)F